CC1(COC2=C3N1C(NC3=CC=C2)=O)C2=NC=CC=C2 4-methyl-4-pyridin-2-yl-4,5-dihydroimidazo[1,5,4-de][1,4]benzoxazin-2(1H)-one